C(#N)C[C@@H]1N(CCN(C1)C=1C2=C(N=C(N1)C=O)OC(CC2)C2=CC=CC1=CC=CC=C21)C(=O)OC(C)(C)C (2S)-tert-Butyl 2-(cyanomethyl)-4-(2-formyl-7-(naphthalen-1-yl)-6,7-dihydro-5H-pyrano[2,3-d]pyrimidin-4-yl)piperazine-1-carboxylate